C(CCCCCCC)(=O)O e-n-octanoic acid